2-amino-7-bromo-1-(3-methoxy-2,6-dimethylphenyl)-1H-pyrrolo[3,2-c]pyridine-3-carboxamide NC1=C(C=2C=NC=C(C2N1C1=C(C(=CC=C1C)OC)C)Br)C(=O)N